CNC1=CC2=CC=CC=C2C=C1 N-methylnaphthalene-2-amine